C(CCCCC)C(C(=O)OCCCCO)CCCCCCCC 4-hydroxybutyl 2-hexyldecanoate